8-(4-fluorophenyl)quinoline-1-oxide FC1=CC=C(C=C1)C=1C=CC=C2C=CC=[N+](C12)[O-]